IC=1C=C(C=CC1)CCC#N 3-(3-iodophenyl)propionitrile